COC1=C(C(=CC=C1)C)N1N=C2C(CN(C=C2)C(=O)[O-])=C1C=1C=C2C=CN(C2=CC1)C(C(C)(C)C)=O 2-(2-methoxy-6-methylphenyl)-3-(1-(pivaloyl)-1H-indol-5-yl)-2H-pyrazolo[4,3-c]pyridine-5(4H)-carboxylate